C(C)OCC(O)COCC 1,3-diethyl-glycerin